8-[(2s,5r)-5-ethyl-2-methyl-4-[(2,4,6-trifluorophenyl)methyl]piperazin-1-yl]-5-methyl-6-oxo-5,6-dihydro-1,5-naphthyridine-2-carbonitrile C(C)[C@H]1N(C[C@@H](N(C1)C1=CC(N(C=2C=CC(=NC12)C#N)C)=O)C)CC1=C(C=C(C=C1F)F)F